2-(oxacyclopentane-2-yl)acetic acid O1C(CCC1)CC(=O)O